2,2-Difluoro-N-{4-[6-(1-hydroxypropyl)-4-methylpyridin-3-yl]-2-methyl-[1,2,4]triazolo[1,5-a]1,6-naphthyridin-8-yl}cyclopropane-1-carboxamide FC1(C(C1)C(=O)NC1=NC=C2C=C(C=3N(C2=C1)N=C(N3)C)C=3C=NC(=CC3C)C(CC)O)F